BrC1=C(C=CC(=C1)C(C(F)(F)F)=CC)C([2H])([2H])[2H] (E)- and (Z)-2-Bromo-1-(methyl-d3)-4-(1,1,1-trifluorobut-2-en-2-yl)benzene